Cl.CC1=CC=CC(=N1)OC=1C=C2CCC=C(C2=CC1)CN {6-[(6-methylpyridin-2-yl)oxy]-3,4-dihydronaphthalen-1-yl}methylamine, hydrochloride